Cl.CC1=C(N=NN1C1CCNCC1)C=1C=C(C=2N(C1)N=CC2C#N)OC(C)C=2N=NC=C(C2)C 6-[5-Methyl-1-(4-piperidyl)triazol-4-yl]-4-[1-(5-methylpyridazin-3-yl)ethoxy]pyrazolo[1,5-a]pyridine-3-carbonitrile HCl